2-(2-(2,6-dimethylpyridin-4-yl)-3-isopropyl-1H-indol-5-yl)-4-(2-(methylsulfonyl)ethyl)morpholine CC1=NC(=CC(=C1)C=1NC2=CC=C(C=C2C1C(C)C)C1CN(CCO1)CCS(=O)(=O)C)C